NC1=NC=CC2=C(C=CC=C12)C1=CC=C2CC[C@H](C2=C1)OC1=C(C=CC(=C1)C)CC(=O)O (R)-2-(2-((6-(1-aminoisoquinolin-5-yl)-2,3-dihydro-1H-inden-1-yl)oxy)-4-methylphenyl)acetic acid